7-methoxy-3-(5-(methyl(piperidin-4-yl)amino)pyrazin-2-yl)naphthalen-2-ol COC1=CC=C2C=C(C(=CC2=C1)O)C1=NC=C(N=C1)N(C1CCNCC1)C